N-(1-Cyanocyclopropyl)-9-(5-(di-fluoromethyl)-1,3,4-thiadiazol-2-yl)-4-((3S,4R)-3-fluoro-4-methoxypiperidin-1-yl)-9H-pyrimido[4,5-b]indole-7-sulfonamide C(#N)C1(CC1)NS(=O)(=O)C1=CC=C2C3=C(N(C2=C1)C=1SC(=NN1)C(F)F)N=CN=C3N3C[C@@H]([C@@H](CC3)OC)F